C(C)C1OC(=C(C1=O)O)C 2-ethyl-4-hydroxy-5-methyl-2H-furan-3-one